C(=O)(OC(C)(C)C)N1CCC(CC1)CC1=NC=CC=C1 1-Boc-4-(pyridin-2-ylmethyl)piperidine